C(C)(C)(C)C=1C=CC(=NC1)NC=1C=C2C=CNC2=CC1 N-(5-(tert-butyl)pyridin-2-yl)-1H-indol-5-amine